FC1(OC2=C(O1)C=CC(=C2)[C@@H]2[C@H](C2)B2OC(C(O2)(C)C)(C)C)F |r| racemic-2-((1S,2S)-2-(2,2-difluorobenzo[d][1,3]dioxol-5-yl)cyclopropyl)-4,4,5,5-tetramethyl-1,3,2-dioxaborolane